(4'-methyl-[1,1'-biphenyl]-2-yl)diphenylphosphine CC1=CC=C(C=C1)C1=C(C=CC=C1)P(C1=CC=CC=C1)C1=CC=CC=C1